COC(=O)C1C(C1)B(O)O 2-(methoxycarbonyl)cyclopropylboronic acid